P(=O)(=O)CC1CC(NCC1)C(=O)O 4-(phosphomethyl)-2-piperidinecarboxylic acid